CN(C1=CC=C(C=C1)C1=NN=CO1)C 5-[4-(dimethylamino)phenyl]-1,3,4-oxadiazol